1-benzyl-4-(2-(2,6-dioxopiperidin-3-yl)-1-oxoisoindolin-5-yl)piperidine-4-carbonitrile C(C1=CC=CC=C1)N1CCC(CC1)(C#N)C=1C=C2CN(C(C2=CC1)=O)C1C(NC(CC1)=O)=O